2,4'-Bis(diethylamino)benzophenone C(C)N(C1=C(C(=O)C2=CC=C(C=C2)N(CC)CC)C=CC=C1)CC